N1(N=CN=C1)CCNC=1C=CC(=NC1C=1SC=CC1)NCC1=CC=CC=C1 N5-(2-(1H-1,2,4-triazol-1-yl)ethyl)-N2-benzyl-6-(thiophen-2-yl)pyridine-2,5-diamine